5-fluoro-3-(2-(3-(4-chlorophenyl)-4-oxothiazolidine-2-ylidene)hydrazono)-1H-indol-2-one FC=1C=C2C(C(NC2=CC1)=O)=NN=C1SCC(N1C1=CC=C(C=C1)Cl)=O